C(#N)C1=CC=C(C=N1)[C@H](CN[C@@H]([C@@H]1CNC2=C(O1)N=CC(=C2)C(=O)NCC)C2=CC=CC=C2)C |o1:8| (S)-3-((R)-(((R or S)-2-(6-cyanopyridin-3-yl)propyl)amino)(phenyl)methyl)-N-ethyl-2,3-dihydro-1H-pyrido[2,3-b][1,4]oxazine-7-carboxamide